N,N-bis(2-bromoethyl)-2-methyl-6-((5-methyl-1,5-diazacyclooctan-1-yl)sulfonyl)-4-nitroaniline BrCCN(C1=C(C=C(C=C1S(=O)(=O)N1CCCN(CCC1)C)[N+](=O)[O-])C)CCBr